methylcyclohexane-1,4-diamine CC1(CCC(CC1)N)N